2-(3-methyl-2,3-dihydropyrrolo[3',2':5,6]pyrido[2,3-b][1,4]oxazin-1(6H)-yl)-N-((3-nitro-4-(((tetrahydro-2H-pyran-4-yl)methyl)amino)phenyl)sulfonyl)benzamide CC1CN(C2=C(O1)N=C1C(=C2)C=CN1)C1=C(C(=O)NS(=O)(=O)C2=CC(=C(C=C2)NCC2CCOCC2)[N+](=O)[O-])C=CC=C1